C(C)(C)(C)/C(/C(=O)OO)=C/C(=O)O tertiary butylperoxymaleic acid